Tert-butyl ((1R)-1-(3-((5-(3-(2-((2-(2,6-dioxopiperidin-3-yl)-1-oxoisoindolin-4-yl)oxy)ethoxy)propoxy)pentyl)oxy)phenyl)ethyl)carbamate O=C1NC(CCC1N1C(C2=CC=CC(=C2C1)OCCOCCCOCCCCCOC=1C=C(C=CC1)[C@@H](C)NC(OC(C)(C)C)=O)=O)=O